O1C2=C(OCC1C=1NC(C(N1)[2H])[2H])C(=C(C(=C2[2H])[2H])[2H])[2H] 2-(2,3-dihydrobenzo[b][1,4]dioxin-2-yl-5,6,7,8-d4)-4,5-dihydro-1H-imidazole-4,5-d2